4-methoxyphenyl-p-menthanecarboxamide COC1=CC=C(C=C1)C1(CC(C(CC1)C(C)C)C(=O)N)C